2,6-dimethoxy-4-(2-methyl-1-oxo-2,7-naphthyridin-4-yl)benzaldehyde COC1=C(C=O)C(=CC(=C1)C1=CN(C(C2=CN=CC=C12)=O)C)OC